8-((4-bromo-2-fluorophenyl)amino)-2-(2-(tert-butoxy)ethoxy)-5-chloro-7-methyl-3,4-dihydro-2,7-naphthyridine-1,6(2h,7h)-dione BrC1=CC(=C(C=C1)NC=1N(C(C(=C2CCN(C(C12)=O)OCCOC(C)(C)C)Cl)=O)C)F